C(=O)=C(CNC(C1=CC=C(C=C1)OC)=O)C N-(2-carbonylpropyl)-4-methoxybenzamide